FC=1C=2CCCC2C(=C2CCCC12)NC(=O)N=[S@](=O)(N)C=1C=NN2C1O[C@@H](C2)COC (R,2S)-N'-((8-fluoro-1,2,3,5,6,7-hexahydro-s-indacen-4-yl)carbamoyl)-2-(methoxymethyl)-2,3-dihydropyrazolo[5,1-b]oxazole-7-sulfonimidamide